C(C)OC(=O)C1C2C(N(C(C12C=1N(C=CC1)C)=O)CC1=CC=CC=C1)=O 3-benzyl-1-(1-methyl-1H-pyrrol-2-yl)-2,4-dioxo-3-azabicyclo[3.1.0]hexane-6-carboxylic acid ethyl ester